NC=1C(=NC(=CN1)C=1C2=C(N=CN1)SC=C2)C(=O)NC2=NC=CC=C2N2CCC(CC2)N 3-amino-N-(3-(4-aminopiperidin-1-yl)pyridin-2-yl)-6-(thieno[2,3-d]pyrimidin-4-yl)pyrazine-2-carboxamide